4-(3-chloro-4-(dimethylamino)phenyl)bicyclo[2.2.2]octane-1-carbaldehyde ClC=1C=C(C=CC1N(C)C)C12CCC(CC1)(CC2)C=O